6-bromo-4-(7-((2-(trimethylsilyl)ethoxy)methyl)-7H-pyrrolo[2,3-d]pyrimidin-4-yl)-3,4-dihydro-2H-1,4-thiazine BrC1=CN(CCS1)C=1C2=C(N=CN1)N(C=C2)COCC[Si](C)(C)C